Cl.C([C@@H](C(=O)O)N)SSC[C@@H](C(=O)O)N L-cystine hydrochloride